(2S)-N-[4-(3-anilino-5,7-dimethyl-4-oxo-4,5-dihydro-1H-pyrrolo[3,2-c]pyridin-2-yl)pyridin-2-yl]-4,4-difluoro-2-(4-fluorophenyl)butanamide N(C1=CC=CC=C1)C1=C(NC2=C1C(N(C=C2C)C)=O)C2=CC(=NC=C2)NC([C@@H](CC(F)F)C2=CC=C(C=C2)F)=O